2-(4-(2,5-dimethyl-1H-pyrrol-1-yl)phenoxy)acetic acid CC=1N(C(=CC1)C)C1=CC=C(OCC(=O)O)C=C1